C(C)(C)(C)OC(=O)N1CC2=CC(=C(C=C2CC1)OS(=O)(=O)C(F)(F)F)C(=O)O 2-(tert-butoxycarbonyl)-6-(((trifluoromethyl)sulfonyl)oxy)-1,2,3,4-tetrahydroisoquinoline-7-carboxylic acid